N-[2-amino-5-(4-fluorophenyl)phenyl]-6-(cyclopropylsulfonimidoyl)pyridine-3-carboxamide NC1=C(C=C(C=C1)C1=CC=C(C=C1)F)NC(=O)C=1C=NC(=CC1)S(=O)(=N)C1CC1